The molecule is a single-stranded DNA oligonucleotide comprised of six deoxyadenosine, three deoxycytidine, four thymidine and five deoxyguanidine residues connected by 3'->5' phosphodiester linkages in the sequence GTAACCGAAATCGGTTGA. CC1=CN(C(=O)NC1=O)[C@H]2C[C@@H]([C@H](O2)COP(=O)(O)O[C@H]3C[C@@H](O[C@@H]3CO)N4C=NC5=C4N=C(NC5=O)N)OP(=O)(O)OC[C@@H]6[C@H](C[C@@H](O6)N7C=NC8=C(N=CN=C87)N)OP(=O)(O)OC[C@@H]9[C@H](C[C@@H](O9)N1C=NC2=C(N=CN=C21)N)OP(=O)(O)OC[C@@H]1[C@H](C[C@@H](O1)N1C=CC(=NC1=O)N)OP(=O)(O)OC[C@@H]1[C@H](C[C@@H](O1)N1C=CC(=NC1=O)N)OP(=O)(O)OC[C@@H]1[C@H](C[C@@H](O1)N1C=NC2=C1N=C(NC2=O)N)OP(=O)(O)OC[C@@H]1[C@H](C[C@@H](O1)N1C=NC2=C(N=CN=C21)N)OP(=O)(O)OC[C@@H]1[C@H](C[C@@H](O1)N1C=NC2=C(N=CN=C21)N)OP(=O)(O)OC[C@@H]1[C@H](C[C@@H](O1)N1C=NC2=C(N=CN=C21)N)OP(=O)(O)OC[C@@H]1[C@H](C[C@@H](O1)N1C=C(C(=O)NC1=O)C)OP(=O)(O)OC[C@@H]1[C@H](C[C@@H](O1)N1C=CC(=NC1=O)N)OP(=O)(O)OC[C@@H]1[C@H](C[C@@H](O1)N1C=NC2=C1N=C(NC2=O)N)OP(=O)(O)OC[C@@H]1[C@H](C[C@@H](O1)N1C=NC2=C1N=C(NC2=O)N)OP(=O)(O)OC[C@@H]1[C@H](C[C@@H](O1)N1C=C(C(=O)NC1=O)C)OP(=O)(O)OC[C@@H]1[C@H](C[C@@H](O1)N1C=C(C(=O)NC1=O)C)OP(=O)(O)OC[C@@H]1[C@H](C[C@@H](O1)N1C=NC2=C1N=C(NC2=O)N)OP(=O)(O)OC[C@@H]1[C@H](C[C@@H](O1)N1C=NC2=C(N=CN=C21)N)O